2-phenyl-4-(3'-(3,5,6-triphenylpyrazin-2-yl)-[1,1'-biphenyl]-3-yl)quinazoline 3,7-dimethylocta-1,6-dien-3-yl-2-methylpropanoate (Linalyl-Isobutyrate) C(C)(C=C)(CCC=C(C)C)C(C(=O)O)(C)C.CC(C=C)(CCC=C(C)C)OC(C(C)C)=O.C1(=CC=CC=C1)C1=NC2=CC=CC=C2C(=N1)C=1C=C(C=CC1)C1=CC(=CC=C1)C1=NC(=C(N=C1C1=CC=CC=C1)C1=CC=CC=C1)C1=CC=CC=C1